ClC1=C(C=C2C(=C(N(C2=C1F)C)C1=NNC(=N1)C(F)(F)F)N1C=NC=C1)OC 6-chloro-7-fluoro-3-(1H-imidazol-1-yl)-5-methoxy-1-methyl-2-(5-(trifluoromethyl)-1H-1,2,4-triazol-3-yl)-1H-indole